(S)-5-(1-(2-amino-2-oxoethyl)piperidin-4-yl)-2-(7,8-dimethyl-[1,2,4]Triazolo[1,5-a]Pyridin-6-yl)-3-isopropyl-1H-indole-1-carboxylic acid piperidin-2-ylmethyl ester N1[C@@H](CCCC1)COC(=O)N1C(=C(C2=CC(=CC=C12)C1CCN(CC1)CC(=O)N)C(C)C)C=1C(=C(C=2N(C1)N=CN2)C)C